(5-chloro-6-(2H-1,2,3-triazol-2-yl)pyridin-3-yl)-1-(1-(methoxymethyl)isoquinolin-4-yl)-5-(trifluoromethyl)-1H-pyrazole-4-carboxamide ClC=1C=C(C=NC1N1N=CC=N1)C1=NN(C(=C1C(=O)N)C(F)(F)F)C1=CN=C(C2=CC=CC=C12)COC